OC(CC=CCCC(=O)O)C=CC=CC=CC=CC(C(CC=CCC)O)O 7,16,17-trihydroxydocosa-4,8,10,12,14,19-hexaenoic acid